(2S)-1-{8-fluoro-7-[7-fluoro-3-(methoxymethoxy)-8-[2-(triisopropyl-silyl)ethynyl]naphthalen-1-yl]-2-(methylsulfanyl)pyrido[4,3-d]pyrimidin-5-yl}-2-methylazetidine FC1=C(N=C(C2=C1N=C(N=C2)SC)N2[C@H](CC2)C)C2=CC(=CC1=CC=C(C(=C21)C#C[Si](C(C)C)(C(C)C)C(C)C)F)OCOC